FC1=C(C(=O)OC)C=CC(=C1C)F methyl 2,4-difluoro-3-methyl-benzoate